Methyl-(4-pyridinyl)dithiocarbamic acid cyanomethyl ester C(#N)CSC(N(C1=CC=NC=C1)C)=S